4-(4-((1R,5S)-3,8-diazabicyclo[3.2.1]octan-3-yl)-8-fluoro-2-((E)-2-(tetrahydro-1H-pyrrolizin-7a(5H)-yl)vinyl)pyrido[4,3-d]pyrimidin-7-yl)-5-fluoronaphthalen-2-ol [C@H]12CN(C[C@H](CC1)N2)C=2C1=C(N=C(N2)\C=C\C23CCCN3CCC2)C(=C(N=C1)C1=CC(=CC2=CC=CC(=C12)F)O)F